(1R,2S)-(3,4-difluorophenyl)cyclopropylamine hydrochloride Cl.FC=1C=C(C=CC1F)NC1CC1